(R)-8-ethyl-2-(((1-(4-fluorobenzyl)-1H-pyrazol-4-yl)methyl)amino)-5,7-dimethyl-7,8-dihydropteridin-6(5H)-one C(C)N1[C@@H](C(N(C=2C=NC(=NC12)NCC=1C=NN(C1)CC1=CC=C(C=C1)F)C)=O)C